(1R,4R)-4-amino-1-methylcyclohexanol NC1CCC(CC1)(O)C